ClC=1N=NC(=CC1)C1=NC=CN=C1 3-chloro-6-(pyrazin-2-yl)pyridazine